N1(CCCCC1)C=1C=2N(N=C(C1)N1CC3CCC(C1)O3)C(=NC2)C2=NNC=C2 3-(4-(piperidin-1-yl)-7-(1H-pyrazol-3-yl)imidazo[1,5-b]pyridazin-2-yl)-8-oxa-3-azabicyclo[3.2.1]octane